COC=1C=C(C=CC1)C1C(C1)C=1C2=C(N=C(N1)N1CCOCC1)N(CC2)C=2C=NC=CC2 4-(4-(2-(3-methoxyphenyl)cyclopropyl)-7-(pyridin-3-yl)-6,7-dihydro-5H-pyrrolo[2,3-d]pyrimidin-2-yl)morpholine